2-(4-methoxy-5-(2-methylcyclopropyl)-7H-pyrrolo[2,3-d]pyrimidin-7-yl)isonicotinonitrile COC=1C2=C(N=CN1)N(C=C2C2C(C2)C)C=2C=C(C#N)C=CN2